(4-(2,3-difluoro-4-(1H-pyrazol-4-yl)phenyl)piperazin-1-yl)(pyrrolidin-1-yl)methanone acetonyl-p-toluenesulfonate C(C(=O)C)OS(=O)(=O)C1=CC=C(C)C=C1.FC1=C(C=CC(=C1F)C=1C=NNC1)N1CCN(CC1)C(=O)N1CCCC1